(S)-2-amino-N-(6-(benzylthio)pyridin-3-yl)-3-phenylpropionamide hydrochloride Cl.N[C@H](C(=O)NC=1C=NC(=CC1)SCC1=CC=CC=C1)CC1=CC=CC=C1